4'-(bromomethyl)-3,5-dimethoxy-1,1'-biphenyl BrCC1=CC=C(C=C1)C1=CC(=CC(=C1)OC)OC